Potassium (E)-(4-cyanobut-1-en-1-yl)trifluoroborate C(#N)CC/C=C/[B-](F)(F)F.[K+]